distearoyl-glycinamide C(CCCCCCCCCCCCCCCCC)(=O)N(CC(=O)N)C(CCCCCCCCCCCCCCCCC)=O